(S)-3-(3-(2-boronoethyl)phenyl)-2-((tert-butoxycarbonyl)amino)propanoic acid B(O)(O)CCC=1C=C(C=CC1)C[C@@H](C(=O)O)NC(=O)OC(C)(C)C